3-Cyclopentyl-1-(5-ethynyl-2-{[4-(4-methylpiperazin-1-yl)phenyl]amino}pyrido[2,3-d]pyrimidin-7-yl)-1-methylurea C1(CCCC1)NC(N(C)C=1C=C(C2=C(N=C(N=C2)NC2=CC=C(C=C2)N2CCN(CC2)C)N1)C#C)=O